tert-butyl 6-((2-methylthiazol-5-yl)methyl)-5-oxo-1,4,5,6-tetrahydropyrido[3,4-c][1,8]naphthyridine-3(2H)-carboxylate CC=1SC(=CN1)CN1C(C2=C(C=3C=CC=NC13)CCN(C2)C(=O)OC(C)(C)C)=O